OC=1C(=C(C(=C(C1)CC(=O)[O-])O)O)O.[K+].ClC1=NC=CC=C1S(=O)(=O)NC1=NC=C(N=C1OC)C 2-chloro-N-(3-methoxy-5-methylpyrazin-2-yl)pyridine-3-sulphonamide potassium tetrahydroxyphenylacetate